FC(C=1C(=C(C=CC1)[C@@H](C)NC1=NC(=NC2=C3C(=C(C=C12)C1(CCC(CC1)O)O)OCC3)C)F)F 1-(4-(((R)-1-(3-(difluoromethyl)-2-fluorophenyl)ethyl)amino)-2-methyl-8,9-dihydrofuro[2,3-h]quinazolin-6-yl)cyclohexane-1,4-diol